Benzylbenzimidazoletetrasulfonic acid disodium salt [Na+].[Na+].C(C1=CC=CC=C1)C1=C(C(=C(C2=C1N=C(N2)S(=O)(=O)[O-])S(=O)(=O)[O-])S(=O)(=O)O)S(=O)(=O)O